diphenylmethyl cyclobutane-1,1-dicarboxylate C1(CCC1)(C(=O)OC(C1=CC=CC=C1)C1=CC=CC=C1)C(=O)[O-]